CC1=NSC(=N1)C1=CC=[N+](C=C1)CC(=O)Cl 2-[4-(3-methyl-1,2,4-thiadiazol-5-yl)pyridin-1-ium-1-yl]acetic acid chloride